4-(5-(2-(4,4-Difluoropiperidin-1-yl)-6-methylpyrimidin-4-yl)-1,3,4-oxadiazol-2-yl)-N-methyl-3-(6-azaspiro[2.5]octan-6-yl)benzenesulfonamide FC1(CCN(CC1)C1=NC(=CC(=N1)C1=NN=C(O1)C1=C(C=C(C=C1)S(=O)(=O)NC)N1CCC2(CC2)CC1)C)F